13,13-dimethyl-8,13-dihydrobenzo[4,5]thieno[3,2-e]indeno[1,2-b]indole CC1(C=2C=CC=CC2C=2NC3=CC=C4C(=C3C21)C2=C(S4)C=CC=C2)C